methyl (2S)-oxirane-2-carboxylate O1[C@@H](C1)C(=O)OC